2-methyldodecanedioic acid CC(C(=O)O)CCCCCCCCCC(=O)O